1-(9Z-tetradecenoyl)-2-(13Z,16Z-docosadienoyl)-glycero-3-phosphocholine CCCCC/C=C\C/C=C\CCCCCCCCCCCC(=O)O[C@H](COC(=O)CCCCCCC/C=C\CCCC)COP(=O)([O-])OCC[N+](C)(C)C